ClC=1SC=2C(=NC=C(C2)C(F)(F)F)N1 2-chloro-6-(trifluoromethyl)thiazolo[4,5-b]Pyridine